ClCC=1C=CC(=NC1)C=O 5-(CHLOROMETHYL)PICOLINALDEHYDE